[N+](=O)([O-])C1=CC=C(C=C1)C1CCC(CC1)=O 4-(4-Nitrophenyl)cyclohexan-1-one